4-[(1R,2R)-2-(4-cyclopentyl-1,3-oxazol-2-yl)cyclopropyl]benzenesulfonamide n-decyl-thiopropionate C(CCCCCCCCC)OC(CC)=S.C1(CCCC1)C=1N=C(OC1)[C@H]1[C@@H](C1)C1=CC=C(C=C1)S(=O)(=O)N